CC1(CCOCC1)NC1=NC=C(C(=N1)NC1CCC(CC1)C(=O)N)[N+](=O)[O-] (1S,4S)-4-((2-((4-methyltetrahydro-2H-pyran-4-yl)amino)-5-nitropyrimidin-4-yl)amino)cyclohexane-1-carboxamide